C(C)C1=C(C(=C(C=2C(C3=CC=CC=C3CC12)=O)CC)CC)CC tetraethyl-anthrone